1,4-bis(tert-butoxycarbonyl)-2-(methoxymethyl)piperazine-2-carboxylic acid C(C)(C)(C)OC(=O)N1C(CN(CC1)C(=O)OC(C)(C)C)(C(=O)O)COC